C1OCC12CN(CCC2)C=2OC1=C(N2)C=C(C=C1)NC(=O)C=1C=CC2=C(CCO2)C1 2,3-dihydro-benzofuran-5-carboxylic acid [2-(2-oxa-6-aza-spiro[3.5]non-6-yl)-benzooxazol-5-yl]-amide